C1(CCCC1)N1C(NC2=NC=CC(=C21)OC2=C(C=C(C=C2)C2=NN(C(=C2C(=O)N)CC)C=2C=NC=NC2)F)=O (4-((1-cyclopentyl-2-keto-2,3-dihydro-1H-imidazo[4,5-b]pyridin-7-yl)oxy)-3-fluorophenyl)-5-ethyl-1-(pyrimidin-5-yl)-1H-pyrazole-4-carboxamide